(1,3a,7-triaza-5-indenyl)boranediol N=1C=CN2C=C(C=NC12)B(O)O